4,6-difluoro-7-propyl-dibenzothiophene-3-carboxylic acid FC1=C(C=CC2=C1SC1=C2C=CC(=C1F)CCC)C(=O)O